C(C)C=1SC2=C(N1)CCC(C2)C(C)C ethyl-6-isopropyl-4,5,6,7-tetrahydrobenzo[d]thiazole